S1C(=CC=C1)C1=COC=2N=CN=C(C21)SC2=NN=C(O2)CN2C(CCC2)=O 1-((5-((5-(thiophen-2-yl)furo[2,3-d]pyrimidin-4-yl)thio)-1,3,4-oxadiazol-2-yl)methyl)pyrrolidin-2-one